C1(CC1)[C@H](CNC(=O)C1=C(N=C(S1)C(=O)NCC(F)F)C)C(N[C@H]1C2=C(CN3N(C1=O)CCC3)C=CC=C2)=O N5-((R)-2-Cyclopropyl-3-oxo-3-(((S)-11-oxo-2,3,10,11-tetrahydro-1H,5H-benzo[d]pyrazolo[1,2-a][1,2]diazepin-10-yl)amino)propyl)-N2-(2,2-difluoroethyl)-4-methylthiazole-2,5-dicarboxamide